(E)-3-(7-((E)-(diethylamino)styryl)-2,3-dihydrothieno[3,4-b][1,4]dioxin-5-yl)acrylaldehyde C(C)N(CC)\C(=C\C1=CC=CC=C1)\C=1SC(=C2C1OCCO2)/C=C/C=O